2-Hydroxy-4-trifluoromethyl-benzoic acid 3-(2-dimethylaminomethyl-1-hydroxy-cyclohexyl)-phenyl ester CN(C)CC1C(CCCC1)(O)C=1C=C(C=CC1)OC(C1=C(C=C(C=C1)C(F)(F)F)O)=O